C(CCC)[Sn](OC(CCCCCCCCCCCCCCCCC)=O)(CCCC)CCCC Tributyl(stearoyloxy)stannane